C(C)O[C@H]1[C@@H](CNCC1)OC1=CC(=CC=C1)C(F)(F)F (3R,4R)-4-ethoxy-3-(3-(trifluoromethyl)phenoxy)piperidine